OCC([C@@H](C[C@@H]1C(NCC1)=O)NC(=O)[C@@H]1N(CCN(C1)C1=CC=CC=C1)C(=O)C1(C2=CC=CC=C2C=2C=CC=CC12)O)=O (R)-N-((R)-4-hydroxy-3-oxo-1-((R)-2-oxopyrrolidin-3-yl)butan-2-yl)-1-(9-hydroxy-9H-fluorene-9-carbonyl)-4-phenylpiperazine-2-carboxamide